CC(=O)N[C@@H]1[C@H]([C@@H]([C@H](O[C@H]1O[C@H]2[C@H]([C@H](O[C@H]([C@@H]2O)O[C@@H]3[C@H]([C@@H](O[C@@H]([C@H]3O)CO)O)NC(=O)C)CO)O)CO)O[C@H]4[C@@H]([C@H]([C@H]([C@H](O4)CO)O)O)O)O The molecule is a linear amino tetrasaccharide consisting of a sequence of beta-D-galactose, N-acetyl-beta-D-glucosamine, beta-D-galactose and N-acetyl-beta-D-glucosamine residues linked (1->4), (1->3) and (1->3). It has a role as an epitope. It is an amino tetrasaccharide and a glucosamine oligosaccharide.